(1R)-1-[difuranylphosphino]-2-[(1R)-1-[bis(3,5-dimethylphenyl)phosphino]ethyl]ferrocene O1C(=CC=C1)P([C-]1C(=CC=C1)[C@@H](C)P(C1=CC(=CC(=C1)C)C)C1=CC(=CC(=C1)C)C)C=1OC=CC1.[CH-]1C=CC=C1.[Fe+2]